(Z)-N-(2-amino-4-((4-(trifluoromethyl)benzyl)amino)phenyl)dec-5-enamide NC1=C(C=CC(=C1)NCC1=CC=C(C=C1)C(F)(F)F)NC(CCC\C=C/CCCC)=O